(4,7-dichloro-6-(4-(2-(4-hydroxypiperidin-1-yl)ethoxy)phenyl)-2H-indazol-2-yl)-2-((R)-6-fluoro-6,7-dihydro-5H-pyrrolo[1,2-c]imidazol-1-yl)-N-(thiazol-2-yl)acetamide zinc [Zn].ClC=1C2=CN(N=C2C(=C(C1)C1=CC=C(C=C1)OCCN1CCC(CC1)O)Cl)C(C(=O)NC=1SC=CN1)C1=C2N(C=N1)C[C@@H](C2)F